FC1=C(C=CC(=C1)F)C=1N(C(=CC1C(=O)O)C1=C2C(=NC=C1)N(C=C2)S(=O)(=O)C2=CC=CC=C2)COCC[Si](C)(C)C 2-(2,4-difluorophenyl)-5-[1-(benzenesulfonyl)-1H-pyrrolo[2,3-b]pyridin-4-yl]-1-{[2-(trimethylsilyl)ethoxy]methyl}-1H-pyrrole-3-carboxylic acid